tert-butyl N-(2-{[4-(4-amino-2,6-difluorophenoxy) quinolin-7-yl] oxy} ethyl)-N-methylcarbamate NC1=CC(=C(OC2=CC=NC3=CC(=CC=C23)OCCN(C(OC(C)(C)C)=O)C)C(=C1)F)F